FC=1C=C(C=C(C1)[N+](=O)[O-])C1(CC(C1)C)C=1N(C(=NN1)S)C 5-(1-(3-fluoro-5-nitrophenyl)-3-methylcyclobutyl)-4-methyl-4H-1,2,4-triazole-3-thiol